(±)-6-bromo-4-((tetrahydrofuran-3-yl)oxy)quinoline-2-carboxylic acid methyl ester COC(=O)C1=NC2=CC=C(C=C2C(=C1)O[C@H]1COCC1)Br |r|